3-(2-chloro-3,5-dimethoxyphenyl)-7-(cis-2-aminocyclohexylamino)-1-(cyclopropylmethyl)-3,4-dihydropyrimido[4,5-d]-pyrimidin-2(1H)-one ClC1=C(C=C(C=C1OC)OC)N1C(N(C2=NC(=NC=C2C1)N[C@H]1[C@H](CCCC1)N)CC1CC1)=O